C(C)N(CCC1=CNC2=CC=CC(=C12)OC(CC(=O)O)=O)CC 3-((3-(2-(diethylamino)ethyl)-1H-indol-4-yl)oxy)-3-oxopropanoic acid